CC1C2(CC3CC(CC1C3)C2)N 2-methyltricyclo[3.3.1.13,7]decane-1-amine